ClCCC1(CN(C1)C1=CC(=C2C(C(=CN(C2=N1)C=1SC=CN1)C(=O)O)=O)C)O 7-[3-(2-chloroethyl)-3-hydroxyazetidin-1-yl]-5-methyl-4-oxo-1-(1,3-thiazol-2-yl)-1,4-dihydro-1,8-naphthyridine-3-carboxylic acid